C(C)(=O)O.CC=1OC=CC1S 2-Methyl-3-furanthiol acetate